NCCCNC1=C(C=NC2=CC(=C(C=C12)OC)OC)C#N 4-((3-aminopropyl)amino)-6,7-dimethoxyquinoline-3-carbonitrile